(S)-phosphoric acid mono-[3-(4-benzyloxy-phenyl)-2-octadec-9-enoylamino-propyl] ester C(C1=CC=CC=C1)OC1=CC=C(C=C1)C[C@@H](COP(O)(O)=O)NC(CCCCCCCC=CCCCCCCCC)=O